trans-5-cyclopropyl-3-[3-(cyclopropylsulfonylimino)-4-[2-[4-(isopropoxycarbonylamino)cyclohexyl]thiazol-5-yl]anilino]pyrazol-1-carboxylic acid tert-butyl ester C(C)(C)(C)OC(=O)N1N=C(C=C1C1CC1)NC=1CC(C(=CC1)C1=CN=C(S1)[C@@H]1CC[C@H](CC1)NC(=O)OC(C)C)=NS(=O)(=O)C1CC1